N[C@H]1CN(CC1)C(=O)N[C@H]1CC[C@@]2([C@H]3CC[C@@]4([C@H](CC[C@@]4([C@@H]3CC[C@@]2(C1)O)O)C=1C=CC(OC1)=O)C)C (R)-3-amino-N-((3S,5S,8R,9S,10R,13R,14S,17R)-5,14-dihydroxy-10,13-dimethyl-17-(2-oxo-2H-pyran-5-yl)hexadecahydro-1H-cyclopenta[a]phenanthren-3-yl)pyrrolidine-1-carboxamide